COCCNC(=O)C1=NC=CC=C1 N-(2-methoxyethyl)pyridine-2-amide